O=S1(CC(CC1)CNC(=O)C=1N=NC2=CC=C(C=C2C1NC(C)C)C=1C=NNC1)=O N-((1,1-dioxidotetrahydrothiophen-3-yl)methyl)-4-(isopropylamino)-6-(1H-pyrazol-4-yl)cinnoline-3-carboxamide